NC1=CC=C(C=N1)C#CC1=CC=C2CN(C(C2=C1)=O)[C@@H](C(=O)NC=1SC=CN1)C1=C(C=CC(=C1)F)O |r| (2RS)-2-[6-[2-(6-Amino-3-pyridyl)ethynyl]-1-oxo-isoindolin-2-yl]-2-(5-fluoro-2-hydroxyphenyl)-N-thiazol-2-yl-acetamide